2-(3-chloro-4-(6-(1-methylcyclopropoxy)-9-(2-(1,3,5-trimethyl-1H-pyrazol-4-yl)ethyl)-9H-purin-8-yl)phenyl)acetamide ClC=1C=C(C=CC1C=1N(C2=NC=NC(=C2N1)OC1(CC1)C)CCC=1C(=NN(C1C)C)C)CC(=O)N